(2r,4r)-2-(((S)-1-((4-cyanobenzyl)amino)-1-oxopropan-2-yl)carbamoyl)-4-phenylpyrrolidine-1-carboxylic acid tert-butyl ester C(C)(C)(C)OC(=O)N1[C@H](C[C@@H](C1)C1=CC=CC=C1)C(N[C@H](C(=O)NCC1=CC=C(C=C1)C#N)C)=O